4-methoxyphenylacrylat COC1=CC=C(C=C1)OC(C=C)=O